N-[(2-aminoquinolin-7-yl)methyl]-N-(4-fluoro-1,1-dioxo-2,3-dihydro-1λ6-benzothiophen-7-yl)acetamide NC1=NC2=CC(=CC=C2C=C1)CN(C(C)=O)C1=CC=C(C=2CCS(C21)(=O)=O)F